(1S,3ar,6as)-2-((R)-4,4-difluoro-2-hydroxybutyryl)-N-((S)-3-oxo-1-((S)-2-oxopyrrolidin-3-yl)-4-(trifluoromethoxy)butan-2-yl)octahydrocyclopenta[c]pyrrole-1-carboxamide FC(C[C@H](C(=O)N1[C@@H]([C@@H]2[C@H](C1)CCC2)C(=O)N[C@@H](C[C@H]2C(NCC2)=O)C(COC(F)(F)F)=O)O)F